FC1=CC=C(C=C1)C1=CC(=NN1)NC1=C(C=C(C=C1)O)C 4-((5-(4-fluorophenyl)-1H-pyrazol-3-yl)amino)-3-methylphenol